chlorospiro[azetidine-3,2'-indene]-1'(3'H)-one ClC1C2(C(C3=CC=CC=C13)=O)CNC2